phenyl-3H-1,2,4-dithiazole-3-one C1(=CC=CC=C1)C1=NC(SS1)=O